(E)-5-iodo-1-((4-methoxyphenyl)imino)-2-phenyl-1H-indene-3-carbaldehyde IC=1C=C2C(=C(/C(/C2=CC1)=N/C1=CC=C(C=C1)OC)C1=CC=CC=C1)C=O